di-sec-butyl-4,4'-methylene-bis(2-methylcyclohexylamine) C(C)(CC)C(C1CC(C(CC1)N)C)(C1CC(C(CC1)N)C)C(C)CC